5-amino-6-fluoro-3-(3-hydroxy-3-methylbutyl)-1-methyl-1,3-dihydro-2H-benzo[d]imidazol-2-one NC1=CC2=C(N(C(N2CCC(C)(C)O)=O)C)C=C1F